BrC=1C(=NC(=CN1)N(C1=C(C=C(C=C1)F)F)CC1=CC=C(C=C1)OC)C(CO)(CC)CC 2-[3-bromo-6-[2,4-difluoro-N-[(4-methoxyphenyl)methyl]anilino]pyrazin-2-yl]-2-ethyl-butan-1-ol